COC=1C=C2CCN(CC2=CC1NC1=NC2=CC(=CC=C2C=N1)N1C[C@@H](CCC1)CN1C(CCC1)=O)C |o1:25| (R or S)-1-[(1-{2-[(6-methoxy-2-methyl-1,2,3,4-tetrahydroisoquinolin-7-yl)amino]quinazolin-7-yl}piperidin-3-yl)methyl]pyrrolidin-2-one